FC(C1=NN(C(=N1)C(C)N1C(C2=CC=CC=C2C1=O)=O)C1=CC=C(C=N1)C#N)F 6-[3-(difluoromethyl)-5-[1-(1,3-dioxoisoindolin-2-yl)ethyl]-1,2,4-triazol-1-yl]pyridine-3-carbonitrile